N2-(3,4-difluorobenzyl)-N3-(3,4-dichlorophenyl)quinoxaline-2,3-diamine FC=1C=C(CNC2=NC3=CC=CC=C3N=C2NC2=CC(=C(C=C2)Cl)Cl)C=CC1F